4-{[6-(5-Chloro-2-Fluorophenyl)Pyridazin-4-yl]Amino}-N-Methyl-N-[2-(4-Methylpiperazin-1-yl)Ethyl]-1h-Pyrrolo[2,3-B]Pyridine-2-Carboxamid ClC=1C=CC(=C(C1)C1=CC(=CN=N1)NC1=C2C(=NC=C1)NC(=C2)C(=O)N(CCN2CCN(CC2)C)C)F